2-ethyl-2-methyl-succinic acid C(C)C(C(=O)O)(CC(=O)O)C